1-(methoxymethyl)-1,2,3,5,6,7-hexahydro-s-indacen-4-amine COCC1CCC=2C(=C3CCCC3=CC12)N